BrC(C(=O)OCl)(F)F 2-bromo(chloro)-2,2-difluoroacetic acid